C(C1=CC=CC=C1)N1C2=C(OCC1C(=O)N)C=CC=C2 4-benzyl-3,4-dihydro-2H-benzo[b][1,4]oxazine-3-carboxamide